ClC1=NC=C(C(=C1)NC(OC(C)(C)C)=O)C1=NN(C=C1)C tert-butyl (2-chloro-5-(1-methyl-1H-pyrazol-3-yl)pyridin-4-yl)carbamate